N8-(6,7-dihydro-5H-cyclopenta[b]pyridin-6-yl)-2-(methoxymethyl)imidazo[1,2-b]pyridazine-3,8-dicarboxamide N1=C2C(=CC=C1)CC(C2)NC(=O)C=2C=1N(N=CC2)C(=C(N1)COC)C(=O)N